tert-Butyl 2-ethynyl-4-[(3S)-3-methylmorpholin-4-yl]-6,8-dihydro-5H-pyrido[3,4-d]pyrimidine-7-carboxylate C(#C)C=1N=C(C2=C(N1)CN(CC2)C(=O)OC(C)(C)C)N2[C@H](COCC2)C